(S)-tert-butyl (1-((6-chloro-4-methylpyridin-3-yl)oxy)-2,4-dimethylpentan-2-yl)carbamate ClC1=CC(=C(C=N1)OC[C@@](CC(C)C)(C)NC(OC(C)(C)C)=O)C